N-((1r,3r)-1-methyl-3-((5-(pyrazolo[1,5-a]pyridin-5-yl)-7H-pyrrolo[2,3-d]pyrimidin-2-yl)amino)cyclobutyl)acetamide CC1(CC(C1)NC=1N=CC2=C(N1)NC=C2C2=CC=1N(C=C2)N=CC1)NC(C)=O